N-(1,3-benzothiazol-2-yl)-3,5-dimethyladamantane-1-carboxamide S1C(=NC2=C1C=CC=C2)NC(=O)C21CC3(CC(CC(C2)C3)(C1)C)C